(S)-N'-((8-cyano-1,2,3,5,6,7-hexahydro-s-indacen-4-yl)carbamoyl)-4-(2-hydroxypropan-2-yl)thiazole-2-sulfonimidamide C(#N)C=1C=2CCCC2C(=C2CCCC12)NC(=O)N=[S@@](=O)(N)C=1SC=C(N1)C(C)(C)O